CC=1C=C2C(C(NC2=CC1)=O)=NN=C1SCC(N1C1=CC=C(C=C1)OC)=O 5-methyl-3-(2-(3-(4-methoxyphenyl)-4-oxothiazolidin-2-ylidene)hydrazono)indol-2-one